7-Cyclopropyl-4-(methylamino)-1-(o-tolyl)quinazolin-2(1H)-one C1(CC1)C1=CC=C2C(=NC(N(C2=C1)C1=C(C=CC=C1)C)=O)NC